OC1=CC=C(C=C1)C1=C(C(=NS1)C)NC(N(C)C1CCCC1)=O 3-(5-(4-hydroxyphenyl)-3-methylisothiazol-4-yl)-1-cyclopentyl-1-methyl-urea